5-(5,5-dimethyl-1,3,2-dioxaborolan-2-yl)-3-methyl-1,3-benzothiazol CC1(COB(O1)C=1C=CC2=C(N(CS2)C)C1)C